3-(1-(((1R)-2,2-difluorocyclopropyl)methyl)-1H-pyrazol-4-yl)-7-fluoro-8-methoxy-2-(trifluoromethyl)-4H-pyrido[1,2-a]pyrimidin-4-one FC1([C@H](C1)CN1N=CC(=C1)C1=C(N=C2N(C1=O)C=C(C(=C2)OC)F)C(F)(F)F)F